P(=O)#CC(=O)OCC ethyl phosphorylacetate